OC=1C=C(C=C(C1S(=O)(=O)F)O)\C=C\C1=CC=CC=C1 3,5-dihydroxy-4-fluorosulfonyl-trans-stilbene